CC(CC(=O)OC(COC(CCCCCCCCCCCCCCC)=O)COC(CCCCCCCCCCCCCCC)=O)CC(=O)OCCl 1-(1,3-bis(palmitoyloxy) propan-2-yl) 5-(chloromethyl) 3-methylpentanedioate